chloro-1'-ethyl-3-hydroxyspiro[cyclobutane-1,3'-indoline]-2'-one ClC1=C2C3(C(N(C2=CC=C1)CC)=O)CC(C3)O